4-(benzyloxy)-1-ethyl-3-methyl-1H-pyrazole-5-carbonyl 2-methylpropyl carbonate C(OC(=O)C1=C(C(=NN1CC)C)OCC1=CC=CC=C1)(OCC(C)C)=O